tert-butyl 2-(2,2-dimethyl-4-oxochroman-6-yl)-5-(4-(methoxycarbonyl) phenyl)-1H-pyrrole-1-carboxylate CC1(OC2=CC=C(C=C2C(C1)=O)C=1N(C(=CC1)C1=CC=C(C=C1)C(=O)OC)C(=O)OC(C)(C)C)C